NC1=NC2=CC(=CC=C2C=C1)C=1C=CC(=C(C1)NC(C=C)=O)OC N-[5-(2-aminoquinolin-7-yl)-2-methoxyphenyl]prop-2-enamide